ClC=1N=C2C(=NC1)OC(=C2I)C(C)C 2-chloro-7-iodo-6-isopropyl-furo[2,3-b]pyrazine